CN([C@@H](CC(=O)OC(C)(C)C)C(N1CCCCC1)=O)C([C@H](C(C)C)N(C(=O)C1(CCCC1)NC(=O)[C@H]1NCCC1)C)=O tert-butyl (3S)-3-[methyl-[(2S)-3-methyl-2-[methyl-[1-[[(2S)-pyrrolidine-2-carbonyl]amino]cyclopentanecarbonyl]amino]butanoyl]amino]-4-oxo-4-(1-piperidyl)butanoate